CN(CCCOCCCCCCCC\C=C/C\C=C/CCCCC)C N,N-dimethyl-3-[(9Z,12Z)-octadec-9,12-dien-1-yloxy]Propan-1-amine